C1(CC2C(CC1)O2)C2CO2 3,4-Epoxycyclohexylethylenoxid